C=1(C(=CC=C2C3=CC=CC=C3C12)P([O-])[O-])P(OC1=C(C=C(C=C1)C(C)(C)C)C(C)(C)C)[O-] (2,4-ditertiary butylphenyl) Biphenylenediphosphonite